2-ethyl-3,5,6-trifluorobenzyl (1R)-trans-3-(2-methyl-1-propenyl)-2,2-dimethylcyclopropanecarboxylate CC(=C[C@H]1C([C@@H]1C(=O)OCC1=C(C(=CC(=C1F)F)F)CC)(C)C)C